amino-7-cyclopropyl-1-[(8S)-4-oxaspiro[2.5]octan-8-yl]pyrido[2,3-d]pyrimidin-2-one NC=1C2=C(N(C(N1)=O)[C@H]1CCCOC13CC3)N=C(C=C2)C2CC2